N=1N(C=C2C1CNC2)C=2C1=C(N=CN2)N(C(C1(C)C)=O)COCC[Si](C)(C)C 4-(5,6-Dihydropyrrolo[3,4-c]pyrazol-2(4H)-yl)-5,5-dimethyl-7-((2-(trimethylsilyl)ethoxy)methyl)-5H-pyrrolo[2,3-d]pyrimidin-6(7H)-one